C1(CC1)C=1SC(=C(N1)C1=CC=CC=C1)OC1=CC(=NC=C1)NC1=CC=CC(=N1)C(=O)NC 6-((4-((2-Cyclopropyl-4-phenylthiazol-5-yl)oxy)pyridin-2-yl)amino)-N-methylpyridinecarboxamide